C(#N)C1=CC=C(C=C1)NO N-(4-cyanophenyl)hydroxylamine